N1=C(C=NC=C1)NC1=C(C(=NN1)C1=CC=C(C=C1)NC(CC1=CC=C(C=C1)C(F)(F)F)=O)C(=O)N 5-(pyrazin-2-ylamino)-3-(4-(2-(4-(trifluoromethyl)phenyl)acetamido)phenyl)-1H-pyrazole-4-carboxamide